[(1-benzyl-3-methylimidazol-3-ium-4-carbonyl)amino]ammonium bistrifluoroacetate FC(C(=O)[O-])(F)F.FC(C(=O)[O-])(F)F.C(C1=CC=CC=C1)N1C=[N+](C(=C1)C(=O)N[NH3+])C